1,2-bis(m-tolyl)acetylene C1(=CC(=CC=C1)C#CC=1C=C(C=CC1)C)C